O1CCN(CC1)C=1C2=C(N=CN1)N(C(=C2)C2=CC=C(C=C2)NC2=NC=C(C=N2)N2CCN(CC2)C(=O)OC(C)(C)C)COCC[Si](C)(C)C tert-butyl 4-(2-((4-(4-morpholino-7-((2-(trimethylsilyl)ethoxy)methyl)-7H-pyrrolo[2,3-d]pyrimidin-6-yl)phenyl)amino)pyrimidin-5-yl)piperazine-1-carboxylate